FC(C(=O)O)(F)F.FC1(CC(C1)OC1=CC(=NC=C1)CN)F (4-(3,3-difluorocyclobutoxy)pyridin-2-yl)methaneamine trifluoroacetic acid salt